C1(CC1)OC1=NC=NC(=C1C1=CN(C2=NC(=CC=C21)NC(=O)[C@H]2[C@@H](C2)CN2CCN(CC2)C)COCC[Si](C)(C)C)OC Trans-N-[3-(4-cyclopropoxy-6-methoxypyrimidin-5-yl)-1-{[2-(trimethylsilyl)ethoxy]methyl}pyrrolo[2,3-b]pyridin-6-yl]-2-[(4-methylpiperazin-1-yl)methyl]cyclopropane-1-carboxamide